OCCCN(C1=CC=C(C=C1)C)CCCO Bis(hydroxypropyl)-p-toluidine